(S*)-4-(2-(3,5-difluoropyridin-2-yl)-5-(methoxycarbonyl)-6-(3-fluoro-2-methylphenyl)-3,6-dihydropyrimidin-4-yl)cubane-1-carboxylic Acid FC=1C(=NC=C(C1)F)C1=N[C@H](C(=C(N1)C12C3C4C5(C(C14)C2C53)C(=O)O)C(=O)OC)C5=C(C(=CC=C5)F)C |o1:10|